N1=C(C=CC2=CC=CC=C12)C(=O)O[C@@H](C(=O)C1=CC=C(C=C1)Cl)C1=CC=CC=C1 (R)-2-(4-chlorophenyl)-2-oxo-1-phenylethyl quinoline-2-carboxylate